C(C)(C)(C)OC(=O)N1CC(C1)I.[Zn] zinc (1-(t-butoxycarbonyl)azetidin-3-yl) iodide